N-[3-[[5-chloro-2-[[4-(4-methyl-1-piperazinyl)phenyl]amino]-4-pyrimidinyl]oxy]phenyl]-2-propenamide ClC=1C(=NC(=NC1)NC1=CC=C(C=C1)N1CCN(CC1)C)OC=1C=C(C=CC1)NC(C=C)=O